bis(4-amino-2,3,5-trimethylcyclohexyl)methane NC1C(C(C(CC1C)CC1C(C(C(C(C1)C)N)C)C)C)C